ClC=1C=C(OC2CCC(CC2)NC(=O)C=2N=NC(=CC2)N2CCC(CC2)N2CCN(CC2)CC=2C=C3CN(C(C3=C(C2)F)=O)C2C(NC(CC2)=O)=O)C=CC1C#N N-((1r,4r)-4-(3-chloro-4-cyanophenoxy)cyclohexyl)-6-(4-(4-((2-(2,6-dioxopiperidin-3-yl)-7-fluoro-1-oxoisoindolin-5-yl)methyl)piperazin-1-yl)piperidin-1-yl)pyridazine-3-carboxamide